2,2'-dihydroxy-4,4'-dimethoxy-5,5'-disulfobenzophenone disodium salt [Na+].[Na+].OC1=C(C(=O)C2=C(C=C(C(=C2)S(=O)(=O)[O-])OC)O)C=C(C(=C1)OC)S(=O)(=O)[O-]